4-(4-Cyano-2,3-dihydrobenzofuran-7-yl)-5-cyclobutoxy-2,8-dimethyl-1,4-dihydro-1,6-naphthyridine-3-carboxamide C(#N)C1=CC=C(C2=C1CCO2)C2C(=C(NC1=C(C=NC(=C21)OC2CCC2)C)C)C(=O)N